The molecule is a 1-alkylglycerone 3-phosphate in which the alkyl group is specified as octadecyl. It is a conjugate acid of a 1-octadecylglycerone 3-phosphate(2-). CCCCCCCCCCCCCCCCCCOCC(=O)COP(=O)(O)O